O=C1NC(CCC1N1C(C2=CC=CC(=C2C1=O)NCCCCCCC(=O)O)=O)=O 7-((2-(2,6-dioxopiperidin-3-yl)-1,3-dioxoisoindolin-4-yl)amino)heptanoic acid